7'-((1R,3R)-3-hydroxycyclohexyl)-2'-((1'-methyl-1H,1'H-[3,4'-bipyrazol]-4-yl)amino)spiro[cyclopropane-1,5'-pyrrolo[2,3-d]pyrimidin]-6'(7'H)-one O[C@H]1C[C@@H](CCC1)N1C(C2(C3=C1N=C(N=C3)NC=3C(=NNC3)C=3C=NN(C3)C)CC2)=O